ClC1=C(C(=O)N2C[C@H]3CO[C@@H](CN3CC2)C=2C(NC(=CC2)C(F)(F)F)=O)C=CC=C1OC 3-[(3R,9aS)-8-(2-Chloro-3-methoxybenzoyl)-3,4,6,7,9,9a-hexahydro-1H-pyrazino[2,1-c][1,4]oxazin-3-yl]-6-(trifluoromethyl)-1H-pyridin-2-on